C(#C)C1=CC=C(OC2CCN(CC2)C2=CC=C(C=N2)C=2C=3N(C=C(C2)O)N=C(C3C#N)F)C=C1 4-(6-(4-(4-ethynylphenoxy)piperidin-1-yl)pyridin-3-yl)-2-fluoro-6-hydroxypyrazolo[1,5-a]pyridine-3-carbonitrile